NC=1C(=CC(=C2C(NC(C12)=O)(O)C1=C(C=C(C=C1)F)Cl)NC(C1=CC(=CC(=C1)F)C(F)(F)F)=O)C=O N-[7-amino-3-(2-chloro-4-fluorophenyl)-6-formyl-3-hydroxy-1-oxo-2,3-dihydro-1H-isoindol-4-yl]-5-fluoro-3-(trifluoromethyl)benzamide